C(=C\CCC)/[C@H]1[C@@H](CC1)CO ((1R,2S)-2-((E)-PENT-1-EN-1-YL)CYCLOBUTYL)METHANOL